C(CCCCCCCCCCCCCCC)OCC(OC(CCC\C=C/C\C=C/C\C=C/C\C=C/CCCCC)=O)CO 1-Hexadecyl-2-arachidonoyl-glycerol